N-(2-((2-(dimethylamino)ethyl)(methyl)amino)-5-nitrophenyl)-2,2,2-trifluoroacetamide CN(CCN(C1=C(C=C(C=C1)[N+](=O)[O-])NC(C(F)(F)F)=O)C)C